FC=1C=C2N(C(C=3N(C2=CC1)C=CN3)=O)C3=C(C=CC=C3)C 7-Fluoro-5-(o-tolyl)imidazo[1,2-a]quinoxalin-4(5H)-one